2-oxabicyclo[2.1.1]hexane-1-carbaldehyde C12(OCC(C1)C2)C=O